OC(CC(=O)[O-])C1=CC=CC=C1 3-hydroxy-3-phenylpropanoate